C(C)(C)(C)OC(=O)C1OC1C1=NC=C(C=C1)OCCOCCOCC 3-{5-[2-(2-ethoxyethoxy)ethoxy]pyridin-2-yl}oxirane-2-carboxylic acid tert-butyl ester